C1(CCCCC1)C1=CC=C(C=C1)C(C(N1CCC(CC1)C=1SC=CN1)=O)C1=NN=C(O1)C1CN(CC12CNC2)C(=O)OCC=C Allyl 8-(5-(1-(4-cyclohexylphenyl)-2-oxo-2-(4-(thiazol-2-yl)piperidin-1-yl)ethyl)-1,3,4-oxadiazol-2-yl)-2,6-diazaspiro[3.4]octane-6-carboxylate